N-(2-(4-((R)-4-cyclopropyl-3-methylpiperazine-1-yl)piperidine-1-yl)-5-((6-((R)-3-(2,3-difluorophenyl)-isoxazolidine-2-yl)pyrimidine-4-yl)amino)-4-methoxyphenyl)acrylamide C1(CC1)N1[C@@H](CN(CC1)C1CCN(CC1)C1=C(C=C(C(=C1)OC)NC1=NC=NC(=C1)N1OCC[C@@H]1C1=C(C(=CC=C1)F)F)NC(C=C)=O)C